F[B-](F)(F)F.P(=O)(O)(O)F.[Li+] lithium monofluorophosphate fluoroborate salt